Imidazo[1,2-a]pyrazine-6-carboxylic acid ethyl ester C(C)OC(=O)C=1N=CC=2N(C1)C=CN2